Cl.N1=C2C(=CC=C1)[C@H](CC2)N (S)-6,7-dihydro-5H-cyclopenta[b]pyridin-5-amine HCl